N-(4-methoxybenzyl)(2-methylallyl)amine COC1=CC=C(CNCC(=C)C)C=C1